C1(CCCC1)C(=O)C=1C=C(C(=O)N2CC3(C4=CC(=CC=C24)NS(=O)(=O)C)CCC2(CC3)CC2)C=CC1 N-(1''-(3-(cyclopentanecarbonyl)benzoyl)dispiro[cyclopropane-1,1'-cyclohexane-4',3''-indolin]-5''-yl)methanesulfonamide